The molecule is a tetrapeptide composed of L-alanine, L-leucine, L-threonine, and L-glutamine joined in sequence by peptide linkages. It has a role as a metabolite. It derives from a L-alanine, a L-leucine, a L-threonine and a L-glutamine. C[C@H]([C@@H](C(=O)N[C@@H](CCC(=O)N)C(=O)O)NC(=O)[C@H](CC(C)C)NC(=O)[C@H](C)N)O